C(#CC)C1=CC=C(C=N1)C=O 6-(1-propynyl)pyridine-3-carbaldehyde